C(C=C)(=O)N1CC2=CC=CC(=C2CC1)C1=C2C(=C(NC2=C(C(=C1F)F)C(=O)N)C)Cl 4-(2-acryloyl-1,2,3,4-tetrahydroisoquinolin-5-yl)-3-chloro-5,6-difluoro-2-methyl-1H-indole-7-carboxamide